(R)-3-chloro-5-fluoro-4-methyl-7-(piperidin-3-yl)-7H-pyrrolo[2,3-c]pyridazine hydrochloride Cl.ClC1=C(C2=C(N=N1)N(C=C2F)[C@H]2CNCCC2)C